NC=1C=2N(C(=CN1)C1=CCC(CC1)N(C(OC(C)(C)C)=O)C)C(=NC2C2=CC=C(C1=CC=CC=C21)CC=2NC(=CN2)C2=CC=CC=C2)C(C)C tert-Butyl (4-(8-amino-3-isopropyl-1-(4-((5-phenyl-1H-imidazol-2-yl)methyl)naphthalen-1-yl)imidazo[1,5-a]pyrazin-5-yl)cyclohex-3-en-1-yl)(methyl)carbamate